2-(3-(3-fluorophenyl)-6-methyl-5-oxo-1,2,3,7-tetrahydropyrazolo[1,2-a]pyrazol-6-yl)acetonitrile FC=1C=C(C=CC1)C1CCN2N1C(C(C2)(C)CC#N)=O